BrC=1C=C(C=2N(C1)N=CC2C#N)C=2C=CC(=NC2)N2CCC(CC2)(C)NC(C2=C(C=CC(=C2)F)C)=O N-(1-(5-(6-bromo-3-cyanopyrazolo[1,5-a]pyridine-4-yl)pyridin-2-yl)-4-methylpiperidin-4-yl)-5-fluoro-2-methylbenzamide